CC12COC(C1)C2 4-methyloxabicyclo[2.1.1]hexane